(S)- and (R)-2-((4-cyanophenEthyl)amino)-2-(4-hexylphenyl)-N-(5-(1-methyl-1H-pyrazol-4-yl)pyridin-2-yl)-acetamide C(#N)C1=CC=C(CCN[C@H](C(=O)NC2=NC=C(C=C2)C=2C=NN(C2)C)C2=CC=C(C=C2)CCCCCC)C=C1 |r|